3-Cyano-1-(cyclobutylmethyl)-N-((S)-(4,4-difluorocyclohexyl)(5-((R)-1-(4,4,4-trifluorobutanamido)ethyl)-1H-benzo[d]imidazol-2-yl)methyl)-1H-pyrazole-4-carboxamide C(#N)C1=NN(C=C1C(=O)N[C@H](C1=NC2=C(N1)C=CC(=C2)[C@@H](C)NC(CCC(F)(F)F)=O)C2CCC(CC2)(F)F)CC2CCC2